(2'-(2-ethoxypyridin-3-yl)-7',8'-dihydro-6'H-spiro[piperidine-4,5'-[1,7]naphthyridin]-1-yl)(6-methoxy-2-(trifluoromethyl)pyridin-3-yl)methanone C(C)OC1=NC=CC=C1C1=NC=2CNCC3(C2C=C1)CCN(CC3)C(=O)C=3C(=NC(=CC3)OC)C(F)(F)F